S(=O)(=O)(O)C1=CC=C(C)C=C1.N1N=CC(=C1)C(=O)N pyrazole-4-carboxamide tosylate